ClC1=C(OC2=CC=C(C=C2)C2CCCN3C2=NS(CC3)(=O)=O)C=CC=C1Cl 9-[4-(2,3-dichlorophenoxy)phenyl]-3,4,6,7,8,9-hexahydropyrido[2,1-c][1,2,4]thiadiazine 2,2-dioxide